CC=1C(C2=CC=3CCCC3C(=C2C1)C1=CC=C(C=C1)C(C)(C)C)[SiH](C)C [2-methyl-4-(4-tert-butylphenyl)-1,5,6,7-tetrahydro-s-indacen-1-yl]Dimethylsilane